tert-butyl N-(7-bromo-6-fluoro-2,3-dihydrofuro[3,2-b]pyridin-5-yl)-N-tert-butoxycarbonyl-carbamate BrC1=C2C(=NC(=C1F)N(C(OC(C)(C)C)=O)C(=O)OC(C)(C)C)CCO2